tert-butyl N-[(3R)-5-[(4-chlorophenyl)methyl]-7-(1-ethyltriazol-4-yl)-8-fluoro-4-oxo-2,3-dihydro-1,5-benzothiazepin-3-yl]carbamate ClC1=CC=C(C=C1)CN1C([C@H](CSC2=C1C=C(C(=C2)F)C=2N=NN(C2)CC)NC(OC(C)(C)C)=O)=O